C(=O)(O)C1=C2NC(=C1)C=C1C=CC(=N1)C=C1C=CC(N1)=CC=1C=CC(N1)=C2 monocarboxyporphyrin